3-tert-butoxy-2',4',6'-triisopropyl-1,1'-biphenyl C(C)(C)(C)OC=1C=C(C=CC1)C1=C(C=C(C=C1C(C)C)C(C)C)C(C)C